ClC=1C=C(C=CC1C(N(CC)CC)=O)NC1CN(C1)C1CCN(CC1)C(=O)OC(C)(C)C tert-butyl 4-(3-((3-chloro-4-(diethylcarbamoyl)phenyl) amino)azetidin-1-yl)piperidine-1-carboxylate